COC=1C=CC2=C3N(N=C2C1)C1=C(N=N3)C=C(C=C1)OCOC 9-methoxy-3-(methoxymethoxy)benzo[5,6][1,2,4]triazino[4,3-b]indazole